ClC=1C=C(CC=2NC(=C(N2)C2=C(C=C(C=C2)Cl)Cl)C)C=CC1Cl 2-(3,4-Dichlorobenzyl)-4-(2,4-dichlorophenyl)-5-methylimidazole